FC1=C(C=CC=C1)CCCNC=1C2=C(N=C(N1)C(F)(F)F)SC(=C2)C N-(3-(2-fluorophenyl)propyl)-6-methyl-2-(trifluoromethyl)thieno[2,3-d]pyrimidin-4-amine